[OH-].C(C)[N+](CC=C)(CC=C)CC diethyldiallylammonium hydroxide